COC=1C=C(C=CC1)C=1C=C2C(=NC=NC2=CC1)N 6-(3-Methoxyphenyl)quinazolin-4-amine